COC=1C(=C2C=CN(C2=C(C1)C)C(=O)OC(C)(C)C)CN1[C@H](CCCC1)C1=CC(=C(C=C1)C(=O)OC)NC tert-butyl 5-methoxy-4-(((2R)-2-(4-(methoxycarbonyl)-3-(methylamino)phenyl)piperidin-1-yl)methyl)-7-methylindole-1-carboxylate